C1(C=CC(N1CCCC(=O)ON1C(CCC1=O)=O)=O)=O N-[γ-maleimidobutyryloxy]-succinimide